NC=1C(=NN(C1C#N)C1=CC=C(CC=2C(=C(C(=O)N)C=C(C2)F)OC)C=C1)C1CCCC1 (4-(4-amino-5-cyano-3-cyclopentyl-1H-pyrazol-1-yl)benzyl)-5-fluoro-2-methoxybenzamide